5-acetyl-N,1-bis(4-bromophenyl)-2-methyl-6-oxo-1,6-dihydropyridine-3-carboxamide C(C)(=O)C1=CC(=C(N(C1=O)C1=CC=C(C=C1)Br)C)C(=O)NC1=CC=C(C=C1)Br